FC1=C(OCC=2C=C3C(=NC2)N(N=C3)COCC[Si](C)(C)C)C(=CC=C1[N+](=O)[O-])F 5-(2,6-difluoro-3-nitrophenoxymethyl)-1-[[2-(trimethylsilyl)ethoxy]methyl]pyrazolo[3,4-b]pyridine